N,N,N',N'-tetramethyl-3,3'-diaminobiphenyl CN(C=1C=C(C=CC1)C1=CC(=CC=C1)N(C)C)C